N1N=NN=C1C=1C=NC=C(C1)C1OC2=C(C1)C=C(C=C2)C(F)(F)F 3-(1H-tetrazol-5-yl)-5-(5-(trifluoromethyl)-2,3-dihydrobenzofuran-2-yl)pyridine